C(C)(C)(C)OC(=O)N1CC(C(C1)CNS(=O)(=O)C)O 3-hydroxy-4-(methanesulfonylaminomethyl)pyrrolidine-1-carboxylic acid tert-butyl ester